NC1=CC=C2N=C3C(C=4C=C(C=CC4N3C(C2=C1)=O)C#N)=O 6-amino-9,17-dioxo-2,10-diazatetracyclo[8.7.0.03,8.011,16]heptadeca-1,3,5,7,11(16),12,14-heptaene-14-carbonitrile